C1(=CC=CC=C1)N1C=NC=C1 1-phenyl-1H-imidazole